FC1=CC=C(C=C1)C1(CNCC1)NS(=O)(=N)C1=CC=C(C=C1)OC(F)(F)F N-(3-(4-fluorophenyl)pyrrolidin-3-yl)-4-(trifluoromethoxy)benzene-sulfonimidamide